C1=CC=CC=2C3=CC=CC=C3C(C12)COC(=O)N[C@@H](C(=O)O)CCC(NC(C1=CC=CC=C1)(C1=CC=CC=C1)C1=CC=CC=C1)=O (2R)-2-(9H-fluoren-9-ylmethoxycarbonylamino)-5-oxo-5-(tritylamino)pentanoic acid